2-chloro-N-((4-(trifluoromethoxy)phenyl)carbamoyl)acetamide ClCC(=O)NC(NC1=CC=C(C=C1)OC(F)(F)F)=O